COC(C1=C(C(=CC=C1)O[Si](C)(C)C(C)(C)C)CBr)=O 2-bromomethyl-3-((tert-butyldimethylsilyl)oxy)benzoic acid methyl ester